NC1=CC(=NC=C1)C#N 4-aminopyridine-2-nitrile